FC(C(=O)O)(F)F.ClC=1C=C(C#N)C=C(C1)C(C)(C)C1=CC=C(C=C1)OCC1=NC(=NC=C1)N1CCN(CC1)C1CCN(CC1)CC1CCNCC1 3-chloro-5-(2-(4-((2-(4-(1-(piperidin-4-ylmethyl)piperidin-4-yl)piperazin-1-yl)pyrimidin-4-yl)methoxy)phenyl)propan-2-yl)benzonitrile trifluoroacetate